1-(9Z-octadecenoyl)-2-(6Z,9Z,12Z,15Z-octadecatetraenoyl)-glycero-3-phospho-(1'-sn-glycerol) CCCCCCCC/C=C\CCCCCCCC(=O)OC[C@H](COP(=O)(O)OC[C@H](CO)O)OC(=O)CCCC/C=C\C/C=C\C/C=C\C/C=C\CC